FC1(CCN(CC1)C(=O)C=1C=C2C(=NC1)N(C(=C2)CCC(C)(C)O)C2=CC=C(C#N)C=C2)F 4-(5-(4,4-difluoropiperidine-1-carbonyl)-2-(3-hydroxy-3-methylbutyl)-1H-pyrrolo[2,3-b]pyridin-1-yl)benzonitrile